6-(4-chlorophenylPhenyl)-2-(1-methyl-1H-pyrazol-4-yl)-3-oxo-2,3-dihydropyridazine-4-carboxamide ClC1=CC=C(C=C1)C1=C(C=CC=C1)C=1C=C(C(N(N1)C=1C=NN(C1)C)=O)C(=O)N